COC([C@@H](N(C(=O)N1C[C@@H](N(CC1)C(=O)C1[N@](C1)C(C1=CC=CC=C1)(C1=CC=CC=C1)C1=CC=CC=C1)C)C)C(C)C)=O N-methyl-N-((S)-3-methyl-4-((S)-1-trityl-aziridine-2-carbonyl)piperazine-1-carbonyl)-L-valine methyl ester